C(N)(=O)CNCCS(=O)(=O)O N-carbamoylmethyl-taurine